2-(methoxymethyl)-2-methyl-7-(benzenesulfonyl)-1,2,4,7-tetrahydro-3H-pyrrolo[3',2':5,6]pyrido[3,4-b]pyrazine-3-thione COCC1(NC2=C(NC1=S)C=NC1=C2C=CN1S(=O)(=O)C1=CC=CC=C1)C